(5-cyano-2-methoxy-phenyl)boronic acid C(#N)C=1C=CC(=C(C1)B(O)O)OC